CN1CCN([C@H]2[C@@H]1C1=NC3=CC=CC=C3C(N1CC2)=O)C |r| (±)-(4aR,13bR)-1,4-dimethyl-1,2,3,4,4a,5,6,13b-octahydro-8H-pyrazino[2',3':3,4]pyrido[2,1-b]quinazolin-8-one